4-[6-(2,6-Dichloro-4-trifluoromethoxy-benzyl)-3-hydroxy-pyridin-2-yl]-4-oxo-butyric acid ethyl ester C(C)OC(CCC(=O)C1=NC(=CC=C1O)CC1=C(C=C(C=C1Cl)OC(F)(F)F)Cl)=O